C1(C(CC2C(C1)O2)C(=O)OCC)C(=O)OCC diethyl 4,5-epoxy-cyclohexane-1,2-dicarboxylate